FC1=C(OC2=C(C=C(C=C2)S(=O)(=O)N2CCCC2)C=2C3=C(C(N(C2)C)=O)NC=C3)C=CC(=C1)F 4-[2-(2,4-difluorophenoxy)-5-(pyrrolidin-1-ylsulfonyl)phenyl]-6-methyl-1,6-dihydro-7H-pyrrolo[2,3-c]pyridin-7-one